C1(=C(C(=CC=C1)C)C)P(O)(O)=O xylylphosphonic acid